pyrrolo[3,4-c]pyridine-2-carboxylate C=1N(C=C2C=NC=CC21)C(=O)[O-]